2-chloro-N-(4,4-difluorocyclohexyl)-8-methoxyquinazolin-4-amine ClC1=NC2=C(C=CC=C2C(=N1)NC1CCC(CC1)(F)F)OC